N1(C=NC=C1)C1=CC(=NC=C1)C(=O)N[C@@H]1[C@@H](OCC1)C 4-(1H-imidazol-1-yl)-N-((2S,3S)-2-methyltetrahydrofuran-3-yl)picolinamide